N-[2-[(2S)-2-cyanopyrrolidin-1-yl]-2-oxoethyl]-6-methoxyquinoline-4-carboxamide C(#N)[C@H]1N(CCC1)C(CNC(=O)C1=CC=NC2=CC=C(C=C12)OC)=O